oxygen Iron [Fe].[O]